2'-chloro-N-[5-(5-hydroxy-1-methyl-1H-pyrazole-3-carbonyl)-4H,5H,6H-pyrrolo[3,4-d][1,3]thiazol-2-yl]-5'-methoxy-6-methyl-[4,4'-bipyridine]-3-carboxamide ClC1=NC=C(C(=C1)C1=C(C=NC(=C1)C)C(=O)NC=1SC2=C(N1)CN(C2)C(=O)C2=NN(C(=C2)O)C)OC